2-[2-fluoro-3-(trifluoromethyl)phenyl]-1-(4-{[1,2,4]triazolo[4,3-b]pyridazin-6-yl}piperazin-1-yl)ethan-1-one FC1=C(C=CC=C1C(F)(F)F)CC(=O)N1CCN(CC1)C=1C=CC=2N(N1)C=NN2